O=C(CO\N=C(\[C@H](C)NC1=C(C(N(N=C1)COCC[Si](C)(C)C)=O)C(F)(F)F)/C)N1CCN(CC1)C1=NC=C(C=N1)C(F)(F)F (S,E)-5-((3-((2-oxo-2-(4-(5-(trifluoromethyl)pyrimidin-2-yl)piperazin-1-yl)ethoxy)imino)butan-2-yl)amino)-4-(trifluoromethyl)-2-((2-(trimethylsilyl)ethoxy)methyl)pyridazin-3(2H)-one